6-[3-(4-pyridyl)propoxy]-2-[5-(trifluoromethyl)-2-pyridyl]-3H-quinazolin-4-one N1=CC=C(C=C1)CCCOC=1C=C2C(NC(=NC2=CC1)C1=NC=C(C=C1)C(F)(F)F)=O